meta-aminotrifluoromethoxybenzene NC=1C=C(C=CC1)OC(F)(F)F